CC1=C(N=C2N(C1=O)C=C(C=C2[C@@H](C)NC2=C(C(=O)O)C=CC=C2)C)NC[C@H]2COCC2 2-(((R)-1-(3,7-dimethyl-4-oxo-2-((((S)-tetrahydrofuran-3-yl)methyl)amino)-4H-pyrido[1,2-a]pyrimidin-9-yl)ethyl)amino)benzoic acid